C1=CC=CC=2C3=CC=CC=C3N(C12)C1(CC(=CC=C1)C1=CC=CC=C1)N1C2=CC=CC=C2C=2C=CC=CC12 3,3-Di(9H-carbazol-9-yl)-1,1'-biphenyl